C(CCCCCCC\C=C/C\C=C/CCCCC)OC[C@H](CCCCCCCCCC)N (2S)-1-[(9Z,12Z)-octadeca-9,12-dien-1-yloxy]dodecane-2-amine